C(C(C)C)(=O)N(C=O)C#N isobutyryl-cyano-formamide